(S)-α-ethyl-2-oxopyrrolidineacetamide C(C)[C@@H](C(=O)N)N1C(CCC1)=O